ClC1=CC=C(C=C1)C1=CC=C(C=C1)C1=NC(=NC(=C1)C1=CC=CC=C1)C1=CC=CC=C1 4-(4'-chloro-[1,1'-biphenyl]-4-yl)-2,6-diphenylpyrimidine